2-[[6-[3-(Difluoromethyl)-4-fluoro-phenyl]-3-fluoro-pyrazolo[4,3-b]pyridin-1-yl]methyl]-5-methyl-1,3,4-oxadiazole FC(C=1C=C(C=CC1F)C=1C=C2C(=NC1)C(=NN2CC=2OC(=NN2)C)F)F